2-(5-ISOPROPYL-2-METHYL-CYCLOHEX-2-EN-1-YL)ACETALDEHYD C(C)(C)C1CC=C(C(C1)CC=O)C